tert-butyl trans-4-amino-3-methylpiperidine-1-carboxylate N[C@H]1[C@@H](CN(CC1)C(=O)OC(C)(C)C)C